ethylene glycol monoundecyl ether C(CCCCCCCCCC)OCCO